NC1=NC=CC=C1C1=NC=2C(=NC(=CC2)Br)N1C1=CC=C(CN2CCC(CC2)NC2=NC(=NC=C2)C#N)C=C1 4-((1-(4-(2-(2-Aminopyridin-3-yl)-5-bromo-3H-imidazo[4,5-b]pyridin-3-yl)benzyl)piperidin-4-yl)amino)pyrimidine-2-carbonitrile